CC1=NN=C(C2=CC=CC=C12)SCC(=O)C1=CC=CS1 5-(2-((4-methylphthalazin-1-yl)thio)acetyl)thiophen